2-(3-bromo-5-methoxy-phenyl)acetonitrile BrC=1C=C(C=C(C1)OC)CC#N